ClC(SNS(=O)(=O)C1=CC=CC=C1)(Cl)Cl N-(trichloromethylthio)benzenesulfonamide